1,1,3,3-tetramethylbutylamine CC(CC(C)(C)C)(C)N